(R)-(6-(3-methylmorpholino)-1-((2-(trimethylsilyl)ethoxy)methyl)-1H-pyrrolo[2,3-b]pyridin-4-yl)methyl methanesulfonate CS(=O)(=O)OCC1=C2C(=NC(=C1)N1[C@@H](COCC1)C)N(C=C2)COCC[Si](C)(C)C